1,4-di-tert-butyl-isopropyl-peroxybenzene 2,2,2-Trifluoroethyl-2-[methyl-[[2-methyl-4-(trifluoromethyl)phenyl]methyl]amino]-2-oxo-acetate FC(COC(C(=O)N(CC1=C(C=C(C=C1)C(F)(F)F)C)C)=O)(F)F.C(C)(C)(C)C(C)(C)OOC1=CC=C(C=C1)C(C)(C)C